7-(pyridin-3-yl)-3,7-dihydro-4H-pyrrolo[2,3-d]pyrimidin-4-one N1=CC(=CC=C1)N1C=CC2=C1N=CNC2=O